ClC1=C(C=CC=C1OC1=CC=2C=3N(C=NC2C=C1)CCCN3)NS(=O)(=O)CC N-(2-Chloro-3-((3,4-dihydro-2H-pyrimido[1,2-c]quinazolin-10-yl)oxy)phenyl)ethanesulfonamide